benzene zinc bromide [Br-].[Zn+2].C1=CC=CC=C1.[Br-]